C(=O)(O)C=1C=C(CN2C[C@@]3([C@@H](N[C@H]([C@@H]3C3=C(C(=CC=C3)Cl)F)C(=O)NC3=C(C=C(C(=O)O)C=C3)OC)CC(C)(C)C)C3=CC=C(C=C23)Cl)C=CC1 4-((2'S,3S,4'S,5'R)-1-(3-carboxybenzyl)-6-chloro-4'-(3-chloro-2-fluorophenyl)-2'-neopentyl-spiro[indoline-3,3'-pyrrolidine]-5'-carboxamido)-3-methoxybenzoic acid